NC(C)C1=NC2=CC=CC(=C2C(N1C1CC(C1)(CO)O)=O)Cl 2-(1-aminoethyl)-5-chloro-3-(3-hydroxy-3-(hydroxymethyl)cyclobutyl)quinazolin-4(3H)-one